16-pregnene CCC1=CC[C@H]2[C@@H]3CCC4CCCC[C@]4(C)[C@H]3CC[C@]12C